C(C)OC1=CC=C(C=C1)C1=CC(N(N=C1)CC=1C(=NOC1C)C=1C=NC(=CC1)C)=O 5-(4-ethoxyphenyl)-2-((5-methyl-3-(6-methylpyridin-3-yl)isoxazol-4-yl)methyl)pyridazin-3(2H)-one